(2R,3S,4R,5R)-2-((S)-1-(4-chlorophenyl)ethyl)-5-(4-hydrazineylidene-4,7-dihydro-1H-pyrazolo[3,4-d]pyrimidin-1-yl)tetrahydrofuran-3,4-diol ClC1=CC=C(C=C1)[C@H](C)[C@H]1O[C@H]([C@@H]([C@@H]1O)O)N1N=CC2=C1NC=NC2=NN